(2-(3,4-dimethoxyphenyl)-3,7-dimethyl-3H-imidazo[4,5-b]pyridin-5-yl)-3,6-dihydropyridine-1(2H)-carboxylic acid tert-butyl ester C(C)(C)(C)OC(=O)N1C(CC=CC1)C1=CC(=C2C(=N1)N(C(=N2)C2=CC(=C(C=C2)OC)OC)C)C